NC=1C(=C(C=CC1)C=1N=C(SC1C1=NC(=NC=C1)Cl)C1(CCN(CC1)C(=O)OC(C)(C)C)C)F tert-butyl 4-[4-(3-amino-2-fluorophenyl)-5-(2-chloropyrimidin-4-yl)-1,3-thiazol-2-yl]-4-methylpiperidine-1-carboxylate